ethyl 2-(1-benzyl-6-oxo-1,6-dihydropyridin-3-yl)-2-oxoacetate C(C1=CC=CC=C1)N1C=C(C=CC1=O)C(C(=O)OCC)=O